(1S,2S)-N-[3-(4-ethoxy-5-fluoro-2-methoxypyridin-3-yl)-1-[[2-(trimethylsilyl)ethoxy]methyl]pyrrolo[2,3-b]pyridin-6-yl]-2-fluorocyclopropane-1-carboxamide C(C)OC1=C(C(=NC=C1F)OC)C1=CN(C2=NC(=CC=C21)NC(=O)[C@H]2[C@H](C2)F)COCC[Si](C)(C)C